1-palmitoyl-2-10,12-tricosanedionoyl-SN-glycerol C(CCCCCCCCCCCCCCC)(=O)OC[C@@H](OC(CCCCCCCCC(CC(CCCCCCCCCCC)=O)=O)=O)CO